8-bromo-4-fluoro-10-(phenyl-(tetrahydro-2H-pyran-4-yl)methyl)-1,10-dihydro-cyclopenta[g]pyrido[3,2-b]indol-3(2H)-one BrC1=CC=2N(C=3C4=C(C(=CC3C2N=C1)F)C(CC4)=O)C(C4CCOCC4)C4=CC=CC=C4